N1=C(C=CC=C1)N[C@H]1[C@@H](C1)C(=O)O (1R,2R)-2-[(pyridin-2-yl)amino]cyclopropane-1-carboxylic acid